4-amino-N-(2-oxopyrrolidin-1-yl)-N-((5-(trifluoromethyl)pyridin-2-yl)methyl)imidazo[1,5-a]quinoxaline-8-carboxamide NC=1C=2N(C3=CC(=CC=C3N1)C(=O)N(CC1=NC=C(C=C1)C(F)(F)F)N1C(CCC1)=O)C=NC2